(R)-5-(2-(4-(3-methylphenyl)piperazin-1-yl)ethyl)-3,3-diethyl-pyrrolidin-2-one CC=1C=C(C=CC1)N1CCN(CC1)CC[C@H]1CC(C(N1)=O)(CC)CC